(1S,3S)-3-((4-Methyl-2-(1-methyl-5-(((4-(2,2,2-trifluoroethoxy)pyrimidin-2-yl)amino)methyl)-1H-pyrazol-4-yl)pyrimidin-5-yl)oxy)cyclohexan CC1=NC(=NC=C1OC1CCCCC1)C=1C=NN(C1CNC1=NC=CC(=N1)OCC(F)(F)F)C